1-(4-(4-((4-((2-(3,3-difluoropyrrolidin-1-yl)pyridin-4-yl)oxy)-2-fluorophenyl)amino)-1H-pyrazolo[3,4-d]pyrimidin-3-yl)piperidin-1-yl)prop-2-en-1-one FC1(CN(CC1)C1=NC=CC(=C1)OC1=CC(=C(C=C1)NC1=C2C(=NC=N1)NN=C2C2CCN(CC2)C(C=C)=O)F)F